ClC1=C(C(=CC=C1Cl)O)[C@H]1C[C@@H]2N(C(CN(C2)C2=NC=NN2)=O)C1 (7R,8aS)-7-(2,3-dichloro-6-hydroxyphenyl)-2-(1H-1,2,4-triazol-5-yl)hexahydropyrrolo[1,2-a]pyrazin-4(1H)-one